NC=1C(=NC=NC1OC)C#N 5-amino-6-methoxypyrimidine-4-carbonitrile